p-(2,3-epoxypropoxy)-N,N-bis(2,3-epoxypropyl)aniline tert-butyl-4-formylpiperidine-1-carboxylate C(C)(C)(C)OC(=O)N1CCC(CC1)C=O.C(C1CO1)OC1=CC=C(N(CC2CO2)CC2CO2)C=C1